1-cyclopropyl-5-((dimethylamino)methyl)-N-((6-methyl-5-(pyrazolo[1,5-a]pyridin-5-yl)-2,3-dihydro-1H-inden-4-yl)carbamoyl)-1H-pyrazole-3-sulfonamide C1(CC1)N1N=C(C=C1CN(C)C)S(=O)(=O)NC(NC1=C2CCCC2=CC(=C1C1=CC=2N(C=C1)N=CC2)C)=O